C(C)S(=O)(=O)C=1C(=NC=C(C1)C1=CC(=NN1C)C(F)(F)F)C1=NC=C2N=C(N(C2=N1)C)C(F)(F)F 2-(3-(ethylsulfonyl)-5-(1-methyl-3-(trifluoromethyl)-1H-pyrazol-5-yl)pyridin-2-yl)-9-methyl-8-(trifluoromethyl)-9H-purine